O=C1NC(CCC1N1C(C2=CC=C(C=C2C1=O)OC1CCNCC1)=O)=O (2,6-Dioxopiperidin-3-yl)-5-(piperidin-4-yloxy)isoindoline-1,3-dione